NCCCO 1-Aminopropan-3-ol